FC=1C(=NC(=NC1)NC1=C(C=C(C=C1)N1CCN(CC1)C)OC)C=1C=C(C=2N(C1)C(=C(N2)C)C(C)C)F 5-fluoro-4-(8-fluoro-3-isopropyl-2-methylimidazo[1,2-a]pyridine-6-yl)-N-(2-methoxy-4-(4-methylpiperazin-1-yl)phenyl)pyrimidin-2-amine